COC(C1=C(C=C2C3(CC(NC2=N1)C3)F)CC)OC 7-(dimethoxymethyl)-4-fluoro-6-ethyl-1,2,3,4-tetrahydro-2,4-methylene-1,8-naphthyridine